C(C1=CC=CC=C1)N1CC=2C(CC1)=C(N(N2)C2=NC=CC=C2)O 6-benzyl-2-(pyridin-2-yl)-4,5,6,7-tetrahydro-2H-pyrazolo[3,4-c]pyridin-3-ol